(2R,6R)-4-(2-chloro-6-((4-methoxybenzyl)oxy)pyridin-4-yl)-2,6-dimethylmorpholine ClC1=NC(=CC(=C1)N1C[C@H](O[C@@H](C1)C)C)OCC1=CC=C(C=C1)OC